6-bromo-3-ethyl-2-((S)-1-((S)-3-methyl-1,4-diazepan-1-yl)butyl)quinazolin-4(3H)-one BrC=1C=C2C(N(C(=NC2=CC1)[C@H](CCC)N1C[C@@H](NCCC1)C)CC)=O